ClC1=CC=C(C=C1)N(C1=CC(=C(C=C1C)N=CN(C)CC)C)C N'-(4-((4-chlorophenyl)(methyl)amino)-2,5-dimethylphenyl)-N-ethyl-N-methylformimidamide